C1[C@H]([C@@H](OC2=CC(=CC(=C21)O)O)C3=CC(=C(C=C3)O)O)OC(=O)C4=CC(=C(C(=C4)O)O)O The molecule is a gallate ester obtained by formal condensation of the carboxy group of gallic acid with the (3R)-hydroxy group of (-)-catechin. It has a role as a metabolite. It is a gallate ester, a polyphenol and a member of flavans. It derives from a (-)-catechin and a gallic acid. It is an enantiomer of a (+)-catechin-3-O-gallate.